N1CC[C@@H](CCC1)OC=1C=2N(C=C(N1)C=1C=NN(C1)C)N=C(C2)N 4-[(4R)-azepan-4-yl]oxy-6-(1-methylpyrazol-4-yl)pyrazolo[1,5-a]pyrazin-2-amine